CC(=O)C1(CC=2C(CCCC2CC1C)(C)C)C 2,3,8,8-Tetramethyl-1,2,3,4,5,6,7,8-octahydro-2-naphthalenyl methyl ketone